Tertbutyl (R)-(1-(((2-fluorophenyl)methyl-d2)amino)-1-oxopropan-2-yl)carbamate FC1=C(C=CC=C1)C([2H])([2H])NC([C@@H](C)NC(OC(C)(C)C)=O)=O